N-[4-(2,4-difluorophenoxy)-3-[5-(2H3)methyl-1-methyl-6-oxo-1,6-dihydropyridin-3-yl]phenyl]methanesulfonamide FC1=C(OC2=C(C=C(C=C2)NS(=O)(=O)C)C2=CN(C(C(=C2)C([2H])([2H])[2H])=O)C)C=CC(=C1)F